4-(1-(3,8-Diazabicyclo[3.2.1]octan-8-yl)-5-fluoro-3-((1-(morpholinomethyl)cyclopropyl)methoxy)-7,9-dihydrofuro[3,4-f]quinazolin-6-yl)-2-amino-5-fluorobenzo[b]thiophene-3-carbonitrile C12CNCC(CC1)N2C2=NC(=NC=1C(=C(C3=C(C21)COC3)C3=C(C=CC=2SC(=C(C23)C#N)N)F)F)OCC2(CC2)CN2CCOCC2